FC1=C(CNC(=O)C=2C=NN(C2)C)C(=CC=C1)C(C)C N-(2-fluoro-6-isopropylbenzyl)-1-methyl-1H-pyrazole-4-carboxamide